N-{(6S,7aS)-2-[7-chloro-4-(2,6-difluorophenyl)-1,2-benzoxazol-3-yl]-3-oxohexahydro-1H-pyrrolo[1,2-c]imidazol-6-yl}ethanesulfonamide ClC1=CC=C(C=2C(=NOC21)N2C(N1[C@H](C2)C[C@@H](C1)NS(=O)(=O)CC)=O)C1=C(C=CC=C1F)F